CC=1CN=C(C1)C1=NC2=NC=CC=C2C=C1 3-methyl-5-(1,8-naphthyridine-2-yl)-2H-pyrrole